(6-((2-((5-(1-(difluoromethyl)-1H-pyrazol-4-yl)-2-methoxy-4-(4-methyl-piperazin-1-yl)phenyl)amino)-7H-pyrrolo[2,3-d]pyrimidin-4-yl)amino)quinoxalin-5-yl)dimethyl-phosphine oxide FC(N1N=CC(=C1)C=1C(=CC(=C(C1)NC=1N=C(C2=C(N1)NC=C2)NC=2C(=C1N=CC=NC1=CC2)P(C)(C)=O)OC)N2CCN(CC2)C)F